tert-butyl 4-(2-(3,4-dichlorophenyl)-2-((4-(trifluoromethoxy)phenyl)sulfonamido)ethyl)piperazine-1-carboxylate ClC=1C=C(C=CC1Cl)C(CN1CCN(CC1)C(=O)OC(C)(C)C)NS(=O)(=O)C1=CC=C(C=C1)OC(F)(F)F